1,3-Bis[(trihydroxymethyl)methylamino]propane OC(O)(O)N(CCCN(C)C(O)(O)O)C